FC(C=1N=CC(=NC1)N1[C@H]2CN([C@@H](C1)C2)C(=O)OC2CC1(CN(C1)CC1=CC=CC=C1)C2)(F)F 2-benzyl-2-azaspiro[3.3]heptan-6-yl (1R,4R)-5-[5-(trifluoromethyl)pyrazin-2-yl]-2,5-diazabicyclo[2.2.1]heptane-2-carboxylate